N-methyl-3-nitro-5-(3-(trifluoromethyl)phenyl)pyridin-2-amine CNC1=NC=C(C=C1[N+](=O)[O-])C1=CC(=CC=C1)C(F)(F)F